2-(4-(5-(2-(2,6-dimethylpyridin-4-yl)-1-(4-methoxybenzyl)-3-methyl-1H-indol-6-yl)pyridin-2-yl)piperazin-1-yl)-N-methylacetamide CC1=NC(=CC(=C1)C=1N(C2=CC(=CC=C2C1C)C=1C=CC(=NC1)N1CCN(CC1)CC(=O)NC)CC1=CC=C(C=C1)OC)C